N1C(=CC=C1)CCC(=O)OCC#N Cyanomethyl 3-(1H-pyrrol-2-yl)propanoate